FC(C1=CC(=C(C(=O)O)C=C1)NC1=C(C=C(C=C1)F)C(C)C)F 4-(difluorometh-yl)-2-((4-fluoro-2-isopropylphenyl)-amino)benzoic acid